FC=1C=C(C=C(C1)F)[C@@H]1CC[C@H]2OC3(C(N21)=O)CCN(CC3)C(=O)C3=NC(=CN=C3)C (5'S,7a'R)-5'-(3,5-difluorophenyl)-1-(6-methylpyrazine-2-carbonyl)tetrahydro-3'H-spiro[piperidine-4,2'-pyrrolo[2,1-b][1,3]oxazol]-3'-one